N-((2S)-4-(cyclopropylamino)-3-hydroxy-4-oxo-1-((S)-2-oxopiperidin-3-yl)butan-2-yl)pentanamide C1(CC1)NC(C([C@H](C[C@H]1C(NCCC1)=O)NC(CCCC)=O)O)=O